7-(3-{[(1,3-dihydroxypropan-2-yl)oxy]amino}azetidin-1-yl)-5-methyl-4-oxo-1-(1,3-thiazol-2-yl)-1,4-dihydro-1,8-naphthyridine-3-carboxylic acid OCC(CO)ONC1CN(C1)C1=CC(=C2C(C(=CN(C2=N1)C=1SC=CN1)C(=O)O)=O)C